5-[1-(fluoromethyl)cyclopropyl]-1,2,4-oxadiazole-3-carboxylic acid FCC1(CC1)C1=NC(=NO1)C(=O)O